FC1=CC=C(C=C1)CC(=O)NC1=NC=CC(=C1)C1=C(C=2C(N(CCC2N1)C)=O)C1=CC=CC=C1 2-(4-fluorophenyl)-N-[4-(5-methyl-4-oxo-3-phenyl-4,5,6,7-tetrahydro-1H-pyrrolo[3,2-c]pyridin-2-yl)pyridin-2-yl]acetamide